6-fluoro-4-methyl-5-(trifluoromethyl)-1H-quinolin-2-one FC=1C(=C2C(=CC(NC2=CC1)=O)C)C(F)(F)F